C1(=CC=CC=C1)N1CCN(CC1)C(=O)NC1=C(N=NS1)C(=O)O 5-[(4-Phenyl-piperazine-1-carbonyl)-amino]-[1,2,3]thiadiazole-4-carboxylic acid